O=C1NC(CC[C@@H]1C=1C=CC(=NC1)N1CCC(CC1)C=O)=O |r| Racemic-(R)-1-(5-(2,6-dioxopiperidin-3-yl)pyridin-2-yl)piperidine-4-carbaldehyde